3,4-Dimethyl-5-[2-(4-piperazin-1-yl-phenylamino)-pyrimidin-4-yl]-3H-thiazol-2-on CN1C(SC(=C1C)C1=NC(=NC=C1)NC1=CC=C(C=C1)N1CCNCC1)=O